2-(1-oxobutyl)-L-glutamine O=C(CCC)[C@](N)(CCC(N)=O)C(=O)O